hydroxy(1,3,5-trimethyl-2,4,6-trioxohexahydropyrimidin-5-yl)carbamic acid methyl ester COC(N(C1(C(N(C(N(C1=O)C)=O)C)=O)C)O)=O